2-chloro-N-(5-chloro-6-((3aR,6aS)-hexahydro-1H-furo[3,4-c]pyrrole-5-carbonyl)pyridin-3-yl)-4-(3-ethynylpyridin-4-yl)-5-fluorobenzamide ClC1=C(C(=O)NC=2C=NC(=C(C2)Cl)C(=O)N2C[C@@H]3[C@H](C2)COC3)C=C(C(=C1)C1=C(C=NC=C1)C#C)F